N-(3-(difluoromethyl)benzyl)-4-(5-methyl-2-((1-methyl-1H-pyrazol-5-yl)amino)pyrimidin-4-yl)oxazole-2-carboxamide FC(C=1C=C(CNC(=O)C=2OC=C(N2)C2=NC(=NC=C2C)NC2=CC=NN2C)C=CC1)F